N1(CCC12CCC2)CC(=O)NC=2C=C(C(=NC2)C)NC(=O)C=2C=NN1C2SC(=C1)Br N-(5-(2-(1-azaspiro[3.3]heptan-1-yl)acetamido)-2-methylpyridin-3-yl)-2-bromopyrazolo[5,1-b]thiazole-7-carboxamide